8,8'-(((3s,4s)-4-hydroxytetrahydrofuran-3-yl)azanediyl)bis(N,N-didecyloctanamide) O[C@H]1[C@H](COC1)N(CCCCCCCC(=O)N(CCCCCCCCCC)CCCCCCCCCC)CCCCCCCC(=O)N(CCCCCCCCCC)CCCCCCCCCC